ethyl 2-[3-bromo-1-(4-chlorophenyl)-5-oxo-4,5-dihydro-1H-1,2,4-triazol-4-yl]acetate BrC1=NN(C(N1CC(=O)OCC)=O)C1=CC=C(C=C1)Cl